ClC=1C=C(C=CC1)CCN1C[C@H](NCC1)COC1=CC=C(C=C1)S(=O)(=O)CCCS(=O)(=O)C (3S)-1-[2-(3-chlorophenyl)ethyl]-3-{[4-(3-methylsulfonyl-propanesulfonyl)phenoxy]Methyl}piperazine